3-bromo-2-methoxy-8,8,11,11-tetramethyl-8,9,10,11-tetrahydrotetraphene BrC=1C(=CC2=C3C=C4C(CCC(C4=CC3=CC=C2C1)(C)C)(C)C)OC